CCC(CCC)NC1=NC(=NC=C1C)NC=1C=CC(=C(C(=O)OC)C1)B1OC(C(O1)(C)C)(C)C methyl 5-((4-(hexan-3-yl-amino)-5-methylpyrimidin-2-yl)amino)-2-(4,4,5,5-tetramethyl-1,3,2-dioxaborolan-2-yl)benzoate